BrC1=CC2=C(N(S(C3=C2C=CC=C3)(=O)=O)CC(=O)O)C=C1 2-(9-Bromo-5,5-dioxido-6H-dibenzo[c,e][1,2]thiazin-6-yl)acetic acid